8-(3-(1H-1,2,3-triazol-1-yl)azetidin-1-yl)-5-isopropylisoquinoline N1(N=NC=C1)C1CN(C1)C=1C=CC(=C2C=CN=CC12)C(C)C